BrC1=CC=C(C=C1)[C@@H](C(F)(F)F)N([S@](=O)C(C)(C)C)C (R)-N-((S)-1-(4-bromophenyl)-2,2,2-trifluoroethyl)-N,2-dimethyl-propane-2-sulfinamide